3-(2-(trifluoromethyl)benzoyl)-5,6-dihydroimidazo[1,2-a]pyrazine FC(C1=C(C(=O)C2=CN=C3N2CCN=C3)C=CC=C1)(F)F